8-Cyclopentyl-N-(3-fluorobenzyl)-7H-purine-6-carboxamide C1(CCCC1)C1=NC2=NC=NC(=C2N1)C(=O)NCC1=CC(=CC=C1)F